9,9'-(5-(2,6-diphenylpyrimidin-4-yl)-1,3-phenylene)bis(3-(o-tolyl)-9H-carbazole) C1(=CC=CC=C1)C1=NC(=CC(=N1)C=1C=C(C=C(C1)N1C2=CC=CC=C2C=2C=C(C=CC12)C1=C(C=CC=C1)C)N1C2=CC=CC=C2C=2C=C(C=CC12)C1=C(C=CC=C1)C)C1=CC=CC=C1